P(=O)(OCC[C@H](C)O)([O-])[O-] (3S)-3-hydroxybutyl phosphate